(6-((3R,5S)-3,5-dimethylpiperazin-1-yl)pyridazin-3-yl)-6-ethoxy-2-methylpyrazolo[1,5-a]pyridine-5-carboxamide hydrochloride Cl.C[C@@H]1CN(C[C@@H](N1)C)C1=CC=C(N=N1)C=1C(=NN2C1C=C(C(=C2)OCC)C(=O)N)C